(S)-2-hydroxy-N-((3-(4-(trifluoromethyl)phenyl)imidazo[1,2-a]pyrimidin-2-yl)methyl)propanamide O[C@H](C(=O)NCC=1N=C2N(C=CC=N2)C1C1=CC=C(C=C1)C(F)(F)F)C